O=C1NC(CCC1N1C(C2=CC=C(C=C2C1)N1CCN(CC1)CC1CCN(CC1)CCNC(OC(C)(C)C)=O)=O)=O tert-Butyl (2-(4-((4-(2-(2,6-dioxopiperidin-3-yl)-1-oxoisoindolin-5-yl)piperazin-1-yl)methyl)piperidin-1-yl)ethyl)carbamate